1-(5-(3-(2,2-difluoroethyl)-2-methyl-3H-imidazo[4,5-b]pyridin-5-yl)pyrrolo[2,1-f][1,2,4]triazin-2-yl)cyclohexane-1,4-diamine FC(CN1C(=NC=2C1=NC(=CC2)C=2C=CN1N=C(N=CC12)C1(CCC(CC1)N)N)C)F